N-tetralin-1-yl-pyridine-2-carboxamide C1(CCCC2=CC=CC=C12)NC(=O)C1=NC=CC=C1